The molecule is a C5-acylcarnitine in which the acyl group specified is pivaloyl. It has a role as a metabolite. It derives from a pivalic acid. CC(C)(C)C(=O)O[C@@H](CC(=O)[O-])C[N+](C)(C)C